FC1(CC(C1)N1C(N(C(C1)C#N)C1=CN=CC2=CC=CC=C12)=O)F 1-(3,3-difluorocyclobutyl)-3-(isoquinolin-4-yl)-2-oxoimidazoline-4-carbonitrile